N-(8-((2,6-dimethylbenzyl)amino)-2,3-dimethylimidazo[1,2-a]pyridin-6-yl)isoindoline-2-carboxamide CC1=C(CNC=2C=3N(C=C(C2)NC(=O)N2CC4=CC=CC=C4C2)C(=C(N3)C)C)C(=CC=C1)C